2,3-dibromopropane-1-sulfonic acid BrC(CS(=O)(=O)O)CBr